2-amino-5,6-dimethylbenzothiazole NC=1SC2=C(N1)C=C(C(=C2)C)C